P(OC1=CC=CC=C1)(OC1=CC=CC=C1)=S diphenyl thiophosphonate